(8R,9S,10R,13S,14S,17R)-17-(2-hydroxyacetyl)-10,13-dimethyl-3-oxo-2,3,6,7,8,9,10,11,12,13,14,15,16,17-tetradecahydro-1H-cyclopenta[a]phenanthren-17-yl propionate C(CC)(=O)O[C@@]1(CC[C@H]2[C@@H]3CCC4=CC(CC[C@@]4([C@H]3CC[C@]12C)C)=O)C(CO)=O